C(CC)C1=CC=C(CCC2=NC(=CC(=C2C2=C(C=CC=C2)C)O)OCC2OCCCC2)C=C1.[C].[Al].[Mn] manganese-aluminium carbon 2-(4-Propylphenethyl)-6-((tetrahydro-2H-pyran-2-yl)methoxy)-3-(o-tolyl)pyridine-4-ol